COC(=O)C1=CC(=C(C2=CN(N=C12)COCC[Si](C)(C)C)OC)Br 5-bromo-4-methoxy-2-((2-(trimethylsilyl)ethoxy)methyl)-2H-indazole-7-carboxylic acid methyl ester